C(C)N(C(C1=C(C=CC(=C1)F)OC1=C(N=CN=N1)N1CC2(CN(C2)[C@H](CCO)C(C)C)CC1)=O)C(C)C (R)-N-ethyl-5-fluoro-2-((5-(2-(1-hydroxy-4-methylpent-3-yl)-2,6-diazaspiro[3.4]oct-6-yl)-1,2,4-triazin-6-yl)oxy)-N-isopropylbenzamide